BrC1=C(C2=C(N=C(N=C2)Cl)N(C1=O)C1CCCC1)C 6-bromo-2-Chloro-8-cyclopentyl-5-methylpyrido[2,3-d]pyrimidin-7(8H)-one